C(C)(C)(C)OC(=O)N[C@@H]([C@@H](C(=O)N[C@H](C(=O)OC(C)(C)C)C1=CC(=CC(=C1)OC(F)(F)F)Cl)O)CC1=CC=CC=C1 (S)-tert-butyl 2-((2S,3R)-3-((tert-butoxycarbonyl)amino)-2-hydroxy-4-phenylbutanamido)-2-(3-chloro-5-(trifluoromethoxy)phenyl)acetate